(2R,3R)-2-(3,4-Dimethoxyphenyl)-3,4-di-hydro-2H-1-benzopyran-3,5,7-triol COC=1C=C(C=CC1OC)[C@H]1OC=2C(C[C@H]1O)=C(C=C(C2)O)O